OCCNC1=CC=C(CNC(=O)NC=2SC=C(N2)C(C)(C)C2=CC=C(C=C2)OC)C=C1 1-(4-((2-hydroxyethyl)-amino)benzyl)-3-(4-(2-(4-methoxyphenyl)propan-2-yl)thiazol-2-yl)urea